C(C)OC(C)=O.COC(C)(C)C t-butyl methyl ether ethyl-acetate